3-amino-N-(2-{4-amino-7-oxa-2-azaspiro[4.5]decan-2-yl}-5,6,7,8-tetrahydroquinolin-6-yl)-6-methylthieno[2,3-b]pyridine-2-carboxamide NC1=C(SC2=NC(=CC=C21)C)C(=O)NC2CC=1C=CC(=NC1CC2)N2CC1(C(C2)N)COCCC1